C12(CC3CC(CC(C1)C3)C2)C(=O)N2CCN(CC2)CC#CC2=C3C(N(C(=NC3=CC=C2)C)C2C(NC(CC2)=O)=O)=O 3-(5-(3-(4-((3r,5r,7r)-adamantan-1-carbonyl)piperazin-1-yl)prop-1-yn-1-yl)-2-methyl-4-oxoquinazolin-3(4H)-yl)piperidine-2,6-dione